(5-(5-chloro-2-methoxypyridin-4-yl)-1H-pyrazole-3-carbonyl)-N-((1-methyl-1H-pyrazolo[3,4-b]pyridin-5-yl)methyl)piperidine-4-carboxamide ClC=1C(=CC(=NC1)OC)C1=CC(=NN1)C(=O)N1CCC(CC1)C(=O)NCC=1C=C2C(=NC1)N(N=C2)C